CN1C=CC=2C1=C(N=CC2)N(C(=O)N2CCC(CC2)C2=CC=CC=C2)[C@H]2CNCCC2 (R)-N-(1-methyl-1H-pyrrolo[2,3-c]pyridin-7-yl)-4-phenyl-N-(piperidin-3-yl)piperidine-1-carboxamide